N1C(=NC2=C1C=CC=C2)C[C@H](C(=O)N[C@H]2C1=C(CN3N(C2=O)CCC3)C=CC=C1)C (R)-3-(1H-Benzo[d]imidazol-2-yl)-2-methyl-N-((S)-11-oxo-2,3,10,11-tetrahydro-1H,5H-benzo[d]pyrazolo[1,2-a][1,2]diazepin-10-yl)propanamid